dodecylboric acid C(CCCCCCCCCCC)OB(O)O